1-[3-(methoxymethoxy)-5-methylphenyl]ethanone COCOC=1C=C(C=C(C1)C)C(C)=O